ClC=1N=C2C(=NC1)N(C=C2C2=NC(=CC(=N2)N[C@@H]2[C@H](C1CCC2CC1)C(=O)OCC)N1C=CC=C1)C(C1=CC=CC=C1)(C1=CC=CC=C1)C1=CC=CC=C1 (2S,3S)-ethyl 3-((2-(2-chloro-5-trityl-5H-pyrrolo[2,3-b]pyrazin-7-yl)-6-(1H-pyrrol-1-yl) pyrimidin-4-yl)amino)bicyclo[2.2.2]octane-2-carboxylate